(2R,6S)-4-((5-(((tert-butyldiphenylsilyl)oxy)methyl)oxazol-2-yl)methyl)-2,6-dimethylmorpholine [Si](C1=CC=CC=C1)(C1=CC=CC=C1)(C(C)(C)C)OCC1=CN=C(O1)CN1C[C@H](O[C@H](C1)C)C